(3-hydroxyphenyl)-N-(5-methyl-4-(1-(2-nitrobenzenesulfonyl)indol-5-yl)thiazol-2-yl)acetamide OC=1C=C(C=CC1)CC(=O)NC=1SC(=C(N1)C=1C=C2C=CN(C2=CC1)S(=O)(=O)C1=C(C=CC=C1)[N+](=O)[O-])C